3-Cyclopropyl-1-(2-((3R,5R,8S,9S,10R,13S,14S,17S)-10-fluoro-3-hydroxy-3,13-dimethylhexadecahydro-1H-cyclopenta[a]phenanthren-17-yl)-2-oxoethyl)-1H-pyrazole-4-carbonitrile C1(CC1)C1=NN(C=C1C#N)CC(=O)[C@H]1CC[C@H]2[C@@H]3CC[C@@H]4C[C@](CC[C@@]4([C@H]3CC[C@]12C)F)(C)O